tert-butyl (((1R,2S,4S,6R)-2-(methoxymethyl)-6-methyl-3-oxoquinuclidin-2-yl)methyl) fumarate C(\C=C\C(=O)OC[C@@]1(N2[C@@H](C[C@@H](C1=O)CC2)C)COC)(=O)OC(C)(C)C